(S)-1-Cyclobutyl-N-((2-(4'-fluoro-2'-(4-methyl-4H-1,2,4-triazol-3-yl)-[1,1'-biphenyl]-3-yl)-7-methoxybenzo[d]oxazol-5-yl)methyl)ethan-1-amine C1(CCC1)[C@H](C)NCC=1C=C(C2=C(N=C(O2)C=2C=C(C=CC2)C2=C(C=C(C=C2)F)C2=NN=CN2C)C1)OC